CN1N=CC2=CC=CC(=C12)NS(=O)(=O)C=1C=NN(C1)C1=NC=CC=C1 N-(1-methyl-1H-indazol-7-yl)-1-(pyridin-2-yl)-1H-pyrazole-4-sulfonamide